(3-bromo-5-chloro-2-(3-nitrotetrahydrofuran-2-yl)thieno[3,2-b]pyridin-7-yl)(thiophen-2-ylmethyl)carbamic acid tert-butyl ester C(C)(C)(C)OC(N(CC=1SC=CC1)C1=C2C(=NC(=C1)Cl)C(=C(S2)C2OCCC2[N+](=O)[O-])Br)=O